CN1[C@H]2CN([C@@H](C1)C2)C2=CC=CC=1N(C=NC12)C(=O)NCCCC1=CC=CC=C1 4-((1R,4R)-5-Methyl-2,5-diazabicyclo[2.2.1]heptan-2-yl)-N-(3-phenyl-propyl)-1H-benzo[d]imidazole-1-carboxamide